[PH2](N)=O.[PH2](N)=O diphosphinic acid amide